C(C)(C)(C)OC(=O)N1CCC(CC1)N1C(NC2=C1C=CC(=C2)OC)=O 4-(5-methoxy-2-oxo-2,3-dihydro-1H-benzo[d]imidazol-1-yl)piperidine-1-carboxylic acid tert-butyl ester